(S)-tert-butyldimethyl((2,5,7,8-tetramethyl-2-(4-methylpent-3-en-1-yl)chroman-6-yl)oxy)silane C(C)(C)(C)[Si](OC=1C(=C2CC[C@@](OC2=C(C1C)C)(CCC=C(C)C)C)C)(C)C